(2Z)-3-amino-3-(2,3-dimethoxyphenyl)-1-phenylprop-2-en-1-one N\C(=C/C(=O)C1=CC=CC=C1)\C1=C(C(=CC=C1)OC)OC